FC(OC1=CC=CC=2C(N[C@H]3C=4C([C@@H](C21)C3)=C3N(N4)C=C(C(N3)=O)F)=O)F (7R,14S)-1-(difluoromethoxy)-11-fluoro-6,7,13,14-tetrahydro-7,14-methanobenzo[c]pyrimido[1',2':1,5]pyrazolo[4,3-f]azocine-5,12-dione